C(CCCCCCC\C=C/CCCCCCCC)(=O)OCCCCC(OC(NCCNCCN(C)C)=O)CCCCOC(CCCCCCC\C=C/CCCCCCCC)=O 5-(4-{[(10Z)-1-oxooctadec-9-enyl] oxy} butyl)-14-methyl-7-oxo-6-oxa-8,11,14-triazapentadec-1-yl (10Z)-octadec-9-enoate